COC=1C=C(C=CC1OC)C1=C(C=C(C=C1)NC(=O)NC1=CC=C(C=C1)C(F)(F)F)C=1N=NNN1 1-(3',4'-dimethoxy-2-(2H-tetrazol-5-yl)-[1,1'-biphenyl]-4-yl)-3-(4-(trifluoromethyl)phenyl)urea